C(C)(C)(C)C=1C=C(C=C(C1O)C(C)(C)C)CCC(=O)OCCNC(=O)C(=O)NCCOC(CCC1=CC(=C(C(=C1)C(C)(C)C)O)C(C)(C)C)=O N,N'-Bis[2-(3-[3,5-di-tert-butyl-4-hydroxy-phenyl]propionyloxy)ethyl]oxamid